[2,5-bis-(4-aminophenoxy)-phenyl]-bicyclo[4.2.0]-oct-1,3,5-triene NC1=CC=C(OC2=C(C=C(C=C2)OC2=CC=C(C=C2)N)C2=C3CCC3=CC=C2)C=C1